1-(cyclohexylmethyl)-5-cyclopropyl-1H-pyrazol-3-amine C1(CCCCC1)CN1N=C(C=C1C1CC1)N